(4-chlorophenyl)(methyl)carbamic chloride ClC1=CC=C(C=C1)N(C(=O)Cl)C